2,6-dimethyl-3-aminopyridine CC1=NC(=CC=C1N)C